Ethylethylketon C(C)C(=O)CC